ClCC=1N(C2=C(N1)SC(=C2)C(=O)OCC)C[C@H]2OCC2 ethyl (S)-2-(chloromethyl)-1-(oxetan-2-ylmethyl)-1H-thieno[2,3-d]imidazole-5-carboxylate